ethyl (Z)-3-cyano-3-phenylacrylate C(#N)\C(=C/C(=O)OCC)\C1=CC=CC=C1